4-[5-(3,5-dichlorophenyl)-4,5-dihydro-5-(trifluoromethyl)-3-isoxazolyl]-2-methyl-N-(cis-1-oxo-3-thiacyclobutyl)benzamide ClC=1C=C(C=C(C1)Cl)C1(CC(=NO1)C1=CC(=C(C(=O)NC2C(CS2)=O)C=C1)C)C(F)(F)F